3-fluoro-1,7-naphthyridin-8(7H)-one FC=1C=NC=2C(NC=CC2C1)=O